Pyridin-3-ylmethanol N1=CC(=CC=C1)CO